ClC1=C(C=CC(=C1)F)C1=CC(OC2=CC(=CC=C12)OC(C(=O)N(C)C)COC)=O 2-((4-(2-chloro-4-fluorophenyl)-2-oxo-2H-chromen-7-yl)oxy)-3-methoxy-N,N-dimethylpropanamide